2-((E)-((E)-3-chloro-4-((E)-3-(3-chlorophenyl)acryloyloxy)-5-methoxybenzylidene)amino)-3-methylbutanoic acid ClC=1C=C(\C=N\C(C(=O)O)C(C)C)C=C(C1OC(\C=C\C1=CC(=CC=C1)Cl)=O)OC